6-chloro-[1,2,4]triazolo[1,5-a]pyrazin-2-amine ClC=1N=CC=2N(C1)N=C(N2)N